7-Methylhexacosane CC(CCCCCC)CCCCCCCCCCCCCCCCCCC